5-nitro-2-(6-oxo-5,7-diazaspiro[2.5]octan-5-yl)-2,3-dihydro-1H-indene-2-carboxylic acid [N+](=O)([O-])C=1C=C2CC(CC2=CC1)(C(=O)O)N1CC2(CC2)CNC1=O